OCCC1C=2C=CC=NC2CCN1C(=O)OC(C)(C)C tert-butyl 5-(2-hydroxyethyl)-7,8-dihydro-5H-1,6-naphthyridine-6-carboxylate